5-[4-amino-5-(trifluoromethyl)pyrrolo[2,1-f][1,2,4]triazin-7-yl]-N-[1-(cyclopropylmethyl)-1H-pyrazol-4-yl]-2-methoxypyridine-3-carboxamide NC1=NC=NN2C1=C(C=C2C=2C=C(C(=NC2)OC)C(=O)NC=2C=NN(C2)CC2CC2)C(F)(F)F